Ethyl (Z)-2-fluoro-3-(pyridin-2-yl)acrylate F\C(\C(=O)OCC)=C/C1=NC=CC=C1